NC(C(CCC(=O)OC(C)(C)C)N1C(C2=C(C(=CC=C2C1)CO)OC=1C=NC=CC1)=O)=O tert-butyl 5-amino-4-(6-(hydroxymethyl)-1-oxo-7-(pyridin-3-yloxy)isoindolin-2-yl)-5-oxopentanoate